N-cyclohexyl-4-(((3-(2,6-dioxopiperidin-3-yl)-2-methyl-4-oxo-3,4-dihydroquinazolin-5-yl)amino)methyl)benzenesulfonamide Dimethyldiethylcarbamate CC(C)(N(C(O)=O)CC)C.C1(CCCCC1)NS(=O)(=O)C1=CC=C(C=C1)CNC1=C2C(N(C(=NC2=CC=C1)C)C1C(NC(CC1)=O)=O)=O